(6-(4-fluoro-1H-pyrazol-1-yl)pyridine-3-yl)methylamine FC=1C=NN(C1)C1=CC=C(C=N1)CN